1-(2-(dimethylamino)ethyl)-N1-ethyl-N4-(4-(5-fluoro-1-methyl-1H-indol-3-yl)-7H-pyrrolo[2,3-d]pyrimidin-2-yl)benzene-1,2,4-triamine CN(CCC1(C(C=C(C=C1)NC=1N=C(C2=C(N1)NC=C2)C2=CN(C1=CC=C(C=C21)F)C)N)NCC)C